C1(=CC=C(C=C1)S(=O)(=O)OC1CCC2(CC(C2)CC2=CC=C(N=N2)C(=O)OC(C)(C)C)CC1)C tert-butyl 6-[[7-(p-tolylsulfonyloxy)spiro[3.5]nonan-2-yl]methyl]pyridazine-3-carboxylate